C1(CCCCC1)N(C(=O)N)C1=CC=CC=C1 cyclohexylphenyl-urea